1-acetylnaphthol C(C)(=O)C1(CC=CC2=CC=CC=C12)O